methyl 7-bromo-1,1,5-trifluoro-2,3-dihydro-1H-indene-4-carboxylate BrC1=CC(=C(C=2CCC(C12)(F)F)C(=O)OC)F